tert-Butyl 1-(aminomethyl)-7-azadispiro[2.1.35.13]nonane-7-carboxylate NCC1CC12CC1(CN(C1)C(=O)OC(C)(C)C)C2